ClC=1N=CC2=CC=CC(=C2C1)C(=C)C 3-chloro-5-(prop-1-en-2-yl)isoquinoline